7-(2-methoxyethoxy)-4-((5-methyl-1H-pyrazol-3-yl)amino)quinazoline COCCOC1=CC=C2C(=NC=NC2=C1)NC1=NNC(=C1)C